butyl (((2S,4S)-4-(5-carbamoyl-3-fluoro-2-(2-((tetrahydro-2H-pyran-2-yl)oxy)ethoxy)pyridin-4-yl)-5-chloro-6-fluoro-2-phenyl-2,3-dihydrobenzofuran-2-yl)methyl)carbamate C(N)(=O)C=1C(=C(C(=NC1)OCCOC1OCCCC1)F)C1=C(C(=CC2=C1C[C@](O2)(C2=CC=CC=C2)CNC(OCCCC)=O)F)Cl